C(=O)(O)C(=C(C=C(C1=CC=CC=C1)C1=CC=CC=C1)CC(C)(C)C)C(=O)O 1,1-dicarboxy-(2,2'-dimethylpropyl)-4,4-diphenylbutadiene